5-(6,7-dimethoxyquinazolin-4-yl)pyridinenitrile COC=1C=C2C(=NC=NC2=CC1OC)C=1C=CC(=NC1)C#N